2-(((2s,4s)-1-(5,6-diphenylpyrazin-2-yl)-2-methylpiperidin-4-yl)oxy)acetic acid C1(=CC=CC=C1)C=1N=CC(=NC1C1=CC=CC=C1)N1[C@H](C[C@H](CC1)OCC(=O)O)C